4-(3-(2-methylpyridin-4-yl)-1H-indazol-5-yl)-1-((2-methylpyridin-4-yl)methyl)pyridin-2(1H)-one CC1=NC=CC(=C1)C1=NNC2=CC=C(C=C12)C1=CC(N(C=C1)CC1=CC(=NC=C1)C)=O